(S)-N-(1-(3-chloro-4-methoxyphenyl)ethyl)-6-(4-chlorophenyl)-2-(1-methyl-1H-pyrazol-4-yl)-3-oxo-2,3-dihydropyridazine-4-carboxamide ClC=1C=C(C=CC1OC)[C@H](C)NC(=O)C=1C(N(N=C(C1)C1=CC=C(C=C1)Cl)C=1C=NN(C1)C)=O